[Mg].SCC(=O)O mercaptoacetic acid magnesium